NC(C[Si](OC)(OC)OC)C 2-amino-propyl-trimethoxysilane